5-(3-fluorobenzyl)-3-((2-fluorobenzyl)amino)-4H-benzo[e][1,2,4]thiadiazine 1,1-dioxide FC=1C=C(CC2=CC=CC3=C2NC(=NS3(=O)=O)NCC3=C(C=CC=C3)F)C=CC1